5-(4-cyclohexylphenyl)-3-((2S,3S)-3-(fluoromethyl)-2-methylazetidine-1-carbonyl)-2-(pyrazin-2-yl)pyrazolo[1,5-a]pyrimidin-7(4H)-one C1(CCCCC1)C1=CC=C(C=C1)C=1NC=2N(C(C1)=O)N=C(C2C(=O)N2[C@H]([C@H](C2)CF)C)C2=NC=CN=C2